FC1=C(C=CC(=C1)F)C1=NC=CC=N1 2-(2,4-difluorophenyl)pyrimidine